FCCC1C=2C=CC=NC2CCN1 5-(2-fluoroethyl)-5,6,7,8-tetrahydro-1,6-naphthyridine